cyclobutyl N-[(4-amino-1-methyl-pyrazolo[4,3-c]quinoline-8-carbonyl)-[[5-(trifluoromethyl)-2-pyridyl]methyl]amino]-N-methyl-carbamate NC1=NC=2C=CC(=CC2C2=C1C=NN2C)C(=O)N(N(C(OC2CCC2)=O)C)CC2=NC=C(C=C2)C(F)(F)F